3-methyl-5-(2,2,3-trimethylcyclopent-3-enyl)pentan-2-ol CC(C(C)O)CCC1C(C(=CC1)C)(C)C